Methyl 4-(3-(piperidin-4-yl)propyl)benzoate hydrochloride Cl.N1CCC(CC1)CCCC1=CC=C(C(=O)OC)C=C1